B(O)(O)O.SCC1=CC=C(C=C1)CC(O)(C)C(C)(C)O 4-mercaptomethylphenylpinacol borate